2-[4-(2-methyl-4-pyridyl)pyrrolo[2,3-d]pyrimidin-7-yl]-N-(5-pyrazin-2-yl-2-pyridyl)acetamide CC1=NC=CC(=C1)C=1C2=C(N=CN1)N(C=C2)CC(=O)NC2=NC=C(C=C2)C2=NC=CN=C2